6-{8-acetyl-2-methylimidazo[1,2-a]pyridin-6-yl}-8-fluoro-2-(piperidin-4-yl)isoquinolin-1-one 2,2,2-trifluoroacetate FC(C(=O)O)(F)F.C(C)(=O)C=1C=2N(C=C(C1)C=1C=C3C=CN(C(C3=C(C1)F)=O)C1CCNCC1)C=C(N2)C